N-(2-(1H-pyrazol-1-yl)ethyl)-4-methoxy-7-(1-methyl-6-oxo-1,6-dihydropyridin-3-yl)-N-(3-(methylamino)-3-oxopropyl)benzo[b]thiophene-2-carboxamide N1(N=CC=C1)CCN(C(=O)C1=CC2=C(S1)C(=CC=C2OC)C2=CN(C(C=C2)=O)C)CCC(=O)NC